2-(3,5-bis(trifluoromethyl) phenyl)-2-oxoethylphenyl carbonate C(OC1=C(C=CC=C1)CC(=O)C1=CC(=CC(=C1)C(F)(F)F)C(F)(F)F)([O-])=O